FC(C=1C=C(C#N)C=C(C1)C(F)(F)F)(F)F 3,5-Bis(trifluoromethyl)benzonitrile